3-Amino-1-methylaminobutan NC(CCNC)C